tert-butyl 2-(4-(2,4-difluorobenzyl)-2-(2-isopropylphenyl) piperazin-1-yl)-7-azaspiro[3.5]nonane-7-carboxylate FC1=C(CN2CC(N(CC2)C2CC3(C2)CCN(CC3)C(=O)OC(C)(C)C)C3=C(C=CC=C3)C(C)C)C=CC(=C1)F